FC(C12CC(C1)(C2)C2=NC(=NC1=C2N=C(N(C1=O)C)C(F)(F)F)C1CC(OCC1)C=1C=NN(C1)C)F Racemic-8-[3-(difluoromethyl)-1-bicyclo[1.1.1]pentanyl]-3-methyl-6-[2-(1-methylpyrazol-4-yl)tetrahydropyran-4-yl]-2-(trifluoromethyl)pyrimido[5,4-d]pyrimidin-4-one